N1(CC[C@@H]2[C@H]1CNC2)C2=NC=1CC[C@@H](CC1C=C2)NC(=O)C2=C(C=1C(=NC(=CC1)C)S2)N N-[(6S)-2-[(3aS,6aS)-octahydropyrrolo[2,3-c]pyrrol-1-yl]-5,6,7,8-tetrahydroquinolin-6-yl]-3-amino-6-methylthieno[2,3-b]pyridine-2-carboxamide